4-Menthen-8-ol C1(CCC(=CC1)C(C)(C)O)C